COC1=C2C=CC=C3C2=C(C=C1)C1=C3C3=CC=CC2=CC=CC1=C32 3-methoxyacenaphtho[1,2-a]Acenaphthylene